3-(1-fluorocyclopropyl)-1,2,4-thiadiazole-5-carbohydrazide FC1(CC1)C1=NSC(=N1)C(=O)NN